C(C(C)C)C1=C(C(=CC=C1)CC(C)C)C1=C(C=CC(=C1)CCCCC)O 2,6-diisobutylphenyl-p-pentylphenol